N-(3,4-dichlorophenyl)-3,5-difluoro-6,7,8,9-tetrahydro-5H-6,9-epiminocyclohepta[c]-pyridine-10-carboxamide ClC=1C=C(C=CC1Cl)NC(=O)N1C2C(C3=C(C=NC(=C3)F)C1CC2)F